ClC1=NC=C(C=N1)C(=O)NC1CCC(CC1)OC1=CC(=C(C=C1)C#N)Cl 2-chloro-N-((1r,4r)-4-(3-chloro-4-cyanophenoxy)cyclohexyl)pyrimidine-5-carboxamide